2-benzylamino-6-(N-ethyl-2,4-dimethylanilino)fluorene C(C1=CC=CC=C1)NC1=CC=2CC3=CC=C(C=C3C2C=C1)N(C1=C(C=C(C=C1)C)C)CC